2-(4-methoxyphenyl)-5-(1-(pyridin-4-ylmethyl)piperidin-3-yl)-2,4-dihydro-3H-1,2,4-triazol-3-one COC1=CC=C(C=C1)N1N=C(NC1=O)C1CN(CCC1)CC1=CC=NC=C1